FC(C1=NC=C2N1C=C(C=C2)CC2CC1(CN(C1)C(=O)N1C[C@@H]3[C@@H](OCC(N3)=O)CC1)C2)(F)F (4aR,8aS)-6-[6-[[3-(trifluoromethyl)imidazo[1,5-a]pyridin-6-yl]methyl]-2-azaspiro[3.3]heptane-2-carbonyl]-4,4a,5,7,8,8a-hexahydropyrido[4,3-b][1,4]oxazin-3-one